methyl acetylalaninate C(C)(=O)N[C@@H](C)C(=O)OC